C([C@H](C)N)N (2S)-propane-1,2-diamine